NC1C(CC(CC1C)CC1CC(C(C(C1)C)N)C)C Bis-(4-amino-3,5-dimethylcyclohexyl)methan